5-Fluoro-4-(8-fluoro-2-(2-hydroxypropan-2-yl)-3-methyl-3,4-dihydro-5-oxa-1,2a-diazaacenaphthylene-6-yl)pyrimidin FC=1C(=NC=NC1)C1=C2OCC(N3C(=NC(C(=C1)F)=C32)C(C)(C)O)C